C(C)(C)(C)OC(=O)N[C@H](C(=O)OC)CC1=CC(=CC(=C1)O)F methyl (2S)-2-[(tert-butoxycarbonyl)amino]-3-(3-fluoro-5-hydroxyphenyl)propanoate